[O-]CCC.[O-]CCC.[O-]CCC.[Al+3] aluminum(III) tri-n-propoxide